5-fluoro-4-(4-fluoro-1-isopropyl-2-methyl-1H-benzo[d]Imidazol-6-yl)pyrimidin-2-amine FC=1C(=NC(=NC1)N)C=1C=C(C2=C(N(C(=N2)C)C(C)C)C1)F